C(C1CO1)C(=C(C(=O)O)C)CC1CO1.OC1=CC=C(C=C1)C(C)(C)C1=CC=C(C=C1)O bisphenol A diglycidyl-(methyl)acrylate